ethyl 2-bromo-4,5,6,7-tetrahydrobenzothiophene-3-carboxylate BrC=1SC2=C(C1C(=O)OCC)CCCC2